COC([C@H](CC1=CC=C(C=C1)OC1CC1)NC(=O)OC(C)(C)C)=O (S)-2-((tert-butoxycarbonyl)amino)-3-(4-cyclopropyloxyphenyl)propionic acid methyl ester